BrNC1=C(C=CC=C1)OC(C)C bromo-2-isopropoxyaniline